(3S,4S)-8-(9-((3-ethoxy-2-fluorophenyl)ethynyl)-7H-imidazo[1,2-c]pyrazolo[4,3-e]pyrimidin-5-yl)-3-methyl-2-oxa-8-azaspiro[4.5]decan-4-amine C(C)OC=1C(=C(C=CC1)C#CC1=NNC2=C1C=1N(C(=N2)N2CCC3([C@@H]([C@@H](OC3)C)N)CC2)C=CN1)F